ClC1=CC=C(N=N1)NC(OCCCC)=O butyl N-(6-chloropyridazin-3-yl)carbamate